N-(3-fluoro-5-(trifluoromethyl)benzoyl)-O-(4-(5,6,7,8-tetrahydro-1,8-naphthyridin-2-yl)butyl)homoserine FC=1C=C(C(=O)N[C@@H](CCOCCCCC2=NC=3NCCCC3C=C2)C(=O)O)C=C(C1)C(F)(F)F